1-(4-bromo-2,6-diisopropylphenyl)-2-(phenanthro[3,2-b]benzofuran-11-yl)-1H-benzo[d]imidazole BrC1=CC(=C(C(=C1)C(C)C)N1C(=NC2=C1C=CC=C2)C2=CC=CC=1C3=C(OC12)C=C1C2=CC=CC=C2C=CC1=C3)C(C)C